C(C)(C)(C)[Si](C)(C)OC1=CC=C(C=C1)I tert-butyl-(4-iodophenoxy)DIMETHYLSILANE